C(C)C1=CC(=CC(=C1)CC)CC 1,3,5-triethylbenzen